(5-diphenylphosphanyl-9,9-dimethyl-xanth-4-yl)-diphenyl-phosphane C1(=CC=CC=C1)P(C1=C2OC=3C(=CC=CC3C(C2=CC=C1)(C)C)P(C1=CC=CC=C1)C1=CC=CC=C1)C1=CC=CC=C1